1-fluoro-2-methoxy-6,7,8,9-tetrahydro-5H-benzo[7]annulen-5-one FC1=C(C=CC2=C1CCCCC2=O)OC